N-cyclopentyl-2-(1-ethylpiperidin-4-yl)-4-methylbenzo[d]thiazole-6-carboxamide C1(CCCC1)NC(=O)C1=CC2=C(N=C(S2)C2CCN(CC2)CC)C(=C1)C